5-(N,N-dipropylaminosulfonyl)amino-3-(1-butyl-1,2,3,6-tetrahydropyridin-4-yl)-1H-indole C(CC)N(S(=O)(=O)NC=1C=C2C(=CNC2=CC1)C=1CCN(CC1)CCCC)CCC